C(C)(C)(C)OC(=O)N1C[C@H]([C@@H](CC1)C1=CC=C(C=C1)NS(=O)(=O)C)COC1=CC=C2CN(C(C2=C1)=O)C(=O)OC(C)(C)C |r| (+/-)-tert-Butyl 6-{[trans-1-(tert-Butoxycarbonyl)-4-(4-[methylsulfonamido]phenyl)piperidin-3-yl]methoxy}-1-oxoisoindoline-2-carboxylate